BrC=1C=C(C(=NC1)C(C)NC(=O)C=1C(=NC=CC1I)F)Cl N-[1-(5-bromo-3-chloropyridin-2-yl)ethyl]-2-fluoro-4-iodopyridin-3-carboxamide